4-[1-hydroxy-2-(2,4,6-triethylphenylamino)ethyl]-1,3-dihydroimidazole-2-thione OC(CNC1=C(C=C(C=C1CC)CC)CC)C=1NC(NC1)=S